6-[(R)-3-(2,3-dichloro-6-fluorophenyl)-1-(2-fluoroacryloyl)-3-pyrrolidinylamino]-8-fluoro-3-methyl-3,4-dihydro-4-quinazolinone ClC1=C(C(=CC=C1Cl)F)[C@]1(CN(CC1)C(C(=C)F)=O)NC=1C=C2C(N(C=NC2=C(C1)F)C)=O